ClC1=NC(=NC=C1C(F)(F)F)NC=1C=NN(C1)C 4-chloro-N-(1-methyl-1H-pyrazol-4-yl)-5-(trifluoromethyl)pyrimidin-2-amine